2-fluoro-3-nitrobenzothioamide FC1=C(C(N)=S)C=CC=C1[N+](=O)[O-]